tert-butyl (2's,7r)-3-[[tert-butyl (dimethyl) silyl] oxymethyl]-2-chloro-2'-methyl-spiro[4,5-dihydrothieno[2,3-c]pyran-7,4'-piperidine]-1'-carboxylate [Si](C)(C)(C(C)(C)C)OCC1=C(SC2=C1CCO[C@]21C[C@@H](N(CC1)C(=O)OC(C)(C)C)C)Cl